OC(=O)C(F)(F)F.S1C(=CC=2CNCCC21)C(=O)N 4,5,6,7-tetrahydrothieno[3,2-c]pyridine-2-carboxamide TFA salt